sodium thio sulfate S1(=O)(=O)OSO1.[Na]